4-[3-[2-chloro-4-[(2R,5R)-2,4,5-trimethylpiperazin-1-yl]benzoyl]-2,4-dihydro-1,3-benzoxazine-8-yl]-5-fluoro-2-(3-oxa-8-azabicyclo[3.2.1]octan-8-yl)benzoic acid ClC1=C(C(=O)N2COC3=C(C2)C=CC=C3C3=CC(=C(C(=O)O)C=C3F)N3C2COCC3CC2)C=CC(=C1)N1[C@@H](CN([C@@H](C1)C)C)C